(E)-1-cyclopropyl-4-(phenyldiazenyl)-3-(tetrahydro-2H-pyran-4-yl)-1H-pyrazole-5-carboxylic acid ethyl ester C(C)OC(=O)C1=C(C(=NN1C1CC1)C1CCOCC1)\N=N\C1=CC=CC=C1